1,1-DIMETHYL-2-PHENYLETHYL ISOBUTYRATE C(C(C)C)(=O)OC(CC1=CC=CC=C1)(C)C